(4-(2-methylpropyl)phenyl)diphenyl-sulfonium CC(CC1=CC=C(C=C1)[S+](C1=CC=CC=C1)C1=CC=CC=C1)C